(4-(benzyloxy)phenyl)-2-oxopropanal C(C1=CC=CC=C1)OC1=CC=C(C=C1)CC(C=O)=O